BrC=1C=C2N(C(N(N=C2C(C)C)CC(=O)NC2=NC=NC=C2)=O)C1 2-(7-bromo-1-isopropyl-4-oxopyrrolo[1,2-d][1,2,4]triazin-3(4H)-yl)-N-(pyrimidin-4-yl)acetamide